C(C)N(C(O)=O)CC.SC=1C(=CC(=CC1)C)C 5-mercapto-2,4-dimethylbenzene diethylcarbamate